C(C)OC(C(C)(C)OC1=C(C(=C(C=C1)CN1CCN(CC1)C1=CC=C(C=C1)C(F)(F)F)C)C)=O 2-(2,3-Dimethyl-4-((4-(4-(trifluoromethyl)phenyl)piperazin-1-yl)methyl)phenoxy)-2-methylpropanoic acid ethyl ester